tert-butyl (3aR,5s,6aS)-5-((acetylthio)-methyl)hexahydrocyclopenta[c]pyrrole-2(1H)-carboxylate C(C)(=O)SCC1C[C@@H]2[C@@H](CN(C2)C(=O)OC(C)(C)C)C1